O1C(=CC=C1)C(C(=O)NC1=CC=C(C=C1)C1=NC=NC2=CC(=C(C=C12)OC)OCCCN1CCN(CC1)C)C 2-(furan-2-yl)-N-(4-(6-methoxy-7-(3-(4-methylpiperazin-1-yl)propoxy)quinazolin-4-yl)phenyl)propanamide